C(C)(C)(C)C1=NC(=NO1)C(=O)NCC1=C(C=C(C=C1)C1=NN(C2=NC=C(C=C21)B2OC(C(O2)(C)C)(C)C)C2OCCCC2)C 5-(tert-butyl)-N-(2-methyl-4-(1-(tetrahydro-2H-pyran-2-yl)-5-(4,4,5,5-tetramethyl-1,3,2-dioxaborolan-2-yl)-1H-pyrazolo[3,4-b]Pyridin-3-yl)benzyl)-1,2,4-oxadiazole-3-carboxamide